4-((11-bromoundecyl)oxy)-2-(2,6-dioxopiperidin-3-yl)isoindoline-1,3-dione BrCCCCCCCCCCCOC1=C2C(N(C(C2=CC=C1)=O)C1C(NC(CC1)=O)=O)=O